4-Fluorobenzyl (1-hydroxy-1,3-dihydrobenzo[c][1,2]oxaborole-6-carbonyl)-L-valinate OB1OCC2=C1C=C(C=C2)C(=O)N[C@@H](C(C)C)C(=O)OCC2=CC=C(C=C2)F